C(#N)/C(/C(=O)NCC1=NC=NC=C1)=C(/O)\C1=CC(=C(C(=C1)[N+](=O)[O-])OC)OC (Z)-2-cyano-3-(3,4-dimethoxy-5-nitrophenyl)-3-hydroxy-N-(pyrimidin-4-ylmethyl)acrylamide